ClC1=C(C(=O)O)C=C(C=C1CCC=1C=NN(C1)C1OCCCC1)F 2-chloro-5-fluoro-3-[2-(1-tetrahydropyran-2-ylpyrazol-4-yl)ethyl]benzoic acid